(S)-N-(1-(7-(5-Formylthiophen-2-yl)quinolin-5-yl)cyclopropyl)-2-methyl-5-((1-methylazetidin-2-yl)methoxy)benzamide C(=O)C1=CC=C(S1)C1=CC(=C2C=CC=NC2=C1)C1(CC1)NC(C1=C(C=CC(=C1)OC[C@H]1N(CC1)C)C)=O